C(C)(=O)N[C@@H](C=O)[C@@H](O)[C@H](O)[C@H](O)CO 2-Acetamido-2-deoxy-glucose